4-bromo-2-((1R,3R,5S)-3-((5-cyclopropyl-3-(2,6-difluorophenyl)isoxazol-4-yl)methoxy)-8-azabicyclo[3.2.1]oct-8-yl)benzo[d]thiazole-6-carboxylic acid methyl ester COC(=O)C1=CC2=C(N=C(S2)N2[C@H]3CC(C[C@@H]2CC3)OCC=3C(=NOC3C3CC3)C3=C(C=CC=C3F)F)C(=C1)Br